O=C1[C@H](CC\C=C/C=CC(=O)O)[C@H]([C@@H](C1)O)CCC(CCCCC)O 9-oxo-11a,15-S-dihydroxy-5Z,13E-prostadienoic acid